B(F)(F)F.C(C1=CC=CC=C1)OC(=O)NCC[K] (2-(((benzyloxy)carbonyl)amino)ethyl)potassium trifluoroborate